FC1=C(CSC=2N(C(=NN2)CN2C3=CC=CC=C3C=3C=CC=CC23)C2=CC=CC=C2)C=CC(=C1)F 9-((5-((2,4-difluorobenzyl)thio)-4-phenyl-4H-1,2,4-triazol-3-yl)methyl)-9H-carbazole